BrC=1C=C(C=2N(C1)C[C@H](N2)C)C(=O)N[C@H](C)C2=CC(=CC(=C2)C(F)(F)F)O (2R)-6-bromo-N-[(1R)-1-[3-hydroxy-5-(trifluoromethyl)phenyl]ethyl]-2-methyl-2,3-dihydroimidazo[1,2-a]pyridine-8-carboxamide